3,4-dimethyl-3,4-dihydro-1H-pyrazole CC1NNCC1C